C(C)(C)(C)OC(=O)N[C@H](C)C\C(\C1=CC=CC=C1)=N/O (2R,4E)-2-((tert-Butoxycarbonyl)amino)-4-oximino-4-phenylbutane